CN(C(CNC(C1=C(C=C(C=C1)NC=1C=2N(C=CN1)C(=CN2)C2=CC=C(C=C2)OC)C)=O)=O)C N-(2-(dimethylamino)-2-oxoethyl)-4-((3-(4-methoxyphenyl)imidazo[1,2-a]pyrazin-8-yl)amino)-2-methylbenzamide